[O-][N+]=1C=C2C(=CC1)CCN2C(=O)OC(C)(C)C tert-butyl 6-oxido-2,3-dihydropyrrolo[2,3-c]pyridin-6-ium-1-carboxylate